3-Amino-N-propyl-8-(3-(trifluoromethyl)phenyl)imidazo[1,2-a]pyridine-2-carboxamide NC1=C(N=C2N1C=CC=C2C2=CC(=CC=C2)C(F)(F)F)C(=O)NCCC